(3S,4R)-4-((5-chloro-7-(5-((S)-1,1,1-trifluoropropan-2-yl)pyridin-2-yl)pyrrolo[2,1-f][1,2,4]triazin-2-yl)amino)tetrahydro-2H-pyran-3-ol ClC=1C=C(N2N=C(N=CC21)N[C@H]2[C@@H](COCC2)O)C2=NC=C(C=C2)[C@@H](C(F)(F)F)C